pentadecyl tricosylate C(CCCCCCCCCCCCCCCCCCCCCC)(=O)OCCCCCCCCCCCCCCC